C(C1=CC=CC=C1)C1=C(C(=C(O1)C1=CC=CC=C1)C#N)C1=C(C=CC=C1)O 5-benzyl-4-(ortho-hydroxyphenyl)-2-phenyl-3-furancarbonitrile